2-chloro-3-{2-chloro-5-[4-(difluoromethyl)-4,5-dihydro-3-methyl-5-oxo-1H-1,2,4-triazol-1-yl]-4-fluorophenyl}propionic acid ethyl ester C(C)OC(C(CC1=C(C=C(C(=C1)N1N=C(N(C1=O)C(F)F)C)F)Cl)Cl)=O